4-{5-[(R)-(1,3-dimethyl-azetidin-3-yl)-hydroxy-(4-isopropyl-phenyl)-methyl]-pyridin-3-yl}-2-(3-fluoro-phenyl)-but-3-yn-2-ol CN1CC(C1)(C)[C@@](C=1C=C(C=NC1)C#CC(C)(O)C1=CC(=CC=C1)F)(C1=CC=C(C=C1)C(C)C)O